C1(CCCC1)CC(=O)N1CC=2N=C(SC2C1)N1C2CN(CC1CC2)C 2-cyclopentyl-1-(2-(3-methyl-3,8-diazabicyclo[3.2.1]octan-8-yl)-4,6-dihydro-5H-pyrrolo[3,4-d]thiazol-5-yl)ethan-1-one